BrC1=CC=CC=2C=3N(C(=NC12)N[C@H](C(C)C)C(=O)N)N=C(N3)C3=CC=C(C=C3)OC N2-[7-bromo-2-(4-methoxyphenyl)[1,2,4]triazolo[1,5-c]quinazolin-5-yl]-D-valinamide